2-(4-fluorophenyl)pyrazolo[1,5-a]Pyrimidine-6-carboxylic acid ethyl ester C(C)OC(=O)C=1C=NC=2N(C1)N=C(C2)C2=CC=C(C=C2)F